ClC=1C=C(C=NC1C)C(C)=O 1-(5-chloro-6-methylpyridin-3-yl)ethan-1-one